5-HydroxytryptamineID OC1=CC=C2NC=C(CC[NH-])C2=C1